2-(isochroman-5-yl)-4,4,5,5-tetramethyl-1,3,2-dioxaborolane C1OCCC2=C(C=CC=C12)B1OC(C(O1)(C)C)(C)C